2-[9H-fluoren-9-ylmethoxycarbonyl(2-fluoroethyl)amino]acetic acid C1=CC=CC=2C3=CC=CC=C3C(C12)COC(=O)N(CC(=O)O)CCF